COC(C[C@H](C#CC)C1=CC=C(C=C1)OC\C=C(/CCC=C(C)C)\C)=O (3S)-3-(4-{[(2Z)-3,7-dimethyloct-2,6-dien-1-yl]Oxy}phenyl)hex-4-ynoic acid methyl ester